N1C(=NC2=C1C=CC=C2)CNC2=NC(=NC=1N2N=CC1C1=CN=CS1)N1CCOCC1 N-[(1H-benzimidazol-2-yl)methyl]-2-(morpholin-4-yl)-8-(1,3-thiazol-5-yl)pyrazolo[1,5-a][1,3,5]triazin-4-amine